3-oxo-1-phenyl-2,7,10-trioxa-4-azadodecane O=C(OCC1=CC=CC=C1)NCCOCCOCC